ethyl 1-(6-chloropyridazin-4-yl)-4-(tetrahydro-2H-pyran-4-yl)piperidine-4-carboxylate ClC1=CC(=CN=N1)N1CCC(CC1)(C(=O)OCC)C1CCOCC1